[GeH]1(C=CC=C1)C(=O)[Na] germoleoyl-sodium